[W](=S)(=S)=S tungsten trisulfide